NC=1C=C(C2=CC=CC=C2C1)C1(CC1)C=1C(=C(C(=O)N)C=C(C1)OCC1N(CC1)C)C (1-(3-aminonaphthalen-1-yl)cyclopropyl)-2-methyl-5-((1-methylazetidin-2-yl)methoxy)benzamide